2-[[4-[5-(4-methyl-piperazin-1-yl)-2-(2H-tetrazol-5-yl)-phenyl]piperazin-1-yl]methyl]-1,3-benzothiazole CN1CCN(CC1)C=1C=CC(=C(C1)N1CCN(CC1)CC=1SC2=C(N1)C=CC=C2)C=2N=NNN2